N-(4-ethylphenyl)-N-isobutyl-4-oxo-2-(tetrahydro-2H-pyran-4-yl)chroman-6-sulfonamide C(C)C1=CC=C(C=C1)N(S(=O)(=O)C=1C=C2C(CC(OC2=CC1)C1CCOCC1)=O)CC(C)C